C(C)N(CCCC(C)NC=1N=CC(=NC1)C(=O)NC=1C=CC=C2C=CC(=NC12)OC)CC 5-((5-(diethylamino)pentan-2-yl)amino)-N-(2-methoxyquinolin-8-yl)pyrazine-2-carboxamide